S1C(=CC=CC=C1)C(=O)O thiepinoic acid